C(CCCC)OC(C1=CC=C(C=C1)O)=O 4-hydroxybenzoic acid pentyl ester